C(C)OC(=O)C1=C(SC=C1C1=CC=C(C=C1)Cl)NC(=O)NCCCCN1CCCC1 4-(4-chlorophenyl)-2-{3-[4-(pyrrolidin-1-yl)butyl]ureido}thiophene-3-carboxylic acid ethyl ester